methyl 3,4-dihydroxy-2-chlorobenzoate OC=1C(=C(C(=O)OC)C=CC1O)Cl